tert-butyl (E)-(2-((4-(3-bromo-2-methylphenyl)-5-oxo-4,5-dihydro-1H-1,2,4-triazol-1-yl)methyl)-3-fluoroallyl)carbamate BrC=1C(=C(C=CC1)N1C=NN(C1=O)C\C(\CNC(OC(C)(C)C)=O)=C\F)C